ClC1=C2C(=NC=C1)C(=CN2)NC2=NC1=C(N2)C=CC(=C1)OC1=CC=CC=C1 N-(7-chloro-1H-pyrrolo[3,2-b]pyridin-3-yl)-5-phenoxy-1H-benzo[d]imidazol-2-amine